CN(CCCNCCCN(C)C)C di[3-(dimethylamino)-n-propyl]amine